(6-nitro-1H-indazol-1-yl)ethanol [N+](=O)([O-])C1=CC=C2C=NN(C2=C1)C(C)O